FC(CN1C(=NC=2C1=NC(=CC2)C=2C=CN1N=C(N=C(C12)NC)N[C@H]1[C@@H](CN(CC1)C1COC1)F)C)F 5-(3-(2,2-Difluoroethyl)-2-methyl-3H-imidazo[4,5-b]pyridin-5-yl)-N2-((3R,4R)-3-fluoro-1-(oxetan-3-yl)piperidin-4-yl)-N4-methylpyrrolo[2,1-f][1,2,4]triazine-2,4-diamine